Cl.CN(C(CC)=O)C N,N-dimethylpropanamide hydrochloride